CYCLOPENTANECARBALDEHYDE C1(CCCC1)C=O